S1C(=CC=C1)CNCC=1C=C(C=CC1)NC(C)=O N-[3-[(2-thienylmethylamino)methyl]phenyl]acetamide